F[B-](F)(F)F.[O+]1=CC=CC=C1 pyranium tetrafluoroborate